C(#N)C1=CC(=C(OCC2=NC=CC(=C2)OC=2C=C(C(=NC2)CC2=NC3=C(N2C[C@H]2OCC2)C=C(C=C3F)C(=O)O)F)C=C1)F 2-{[5-({2-[(4-cyano-2-fluorophenoxy)methyl]pyridin-4-yl}oxy)-3-fluoropyridin-2-yl]methyl}-4-fluoro-1-{[(2S)-oxetan-2-yl]methyl}-1H-1,3-benzodiazole-6-carboxylic acid